5-{2-acetamidoimidazo[1,2-b]pyridazin-6-yl}-2,6-dimethyl-N-{[3-(2,2,2-trifluoroethoxy)phenyl]methyl}pyridine-3-carboxamide C(C)(=O)NC=1N=C2N(N=C(C=C2)C=2C=C(C(=NC2C)C)C(=O)NCC2=CC(=CC=C2)OCC(F)(F)F)C1